C(CCC)(=O)N1CCN(CC1)C(=O)C1=CC=C(C=C1)NC(=O)N 1-[4-(4-butyrylpiperazine-1-carbonyl)phenyl]urea